(4R,5'S,7a'R)-2-methyl-5'-phenyl-1-(pyrazolo[1,5-a]pyrimidin-7-yl)tetrahydro-3'H-spiro[piperidine-4,2'-pyrrolo[2,1-b][1,3]oxazol]-3'-one CC1N(CC[C@]2(C(N3[C@H](O2)CC[C@H]3C3=CC=CC=C3)=O)C1)C1=CC=NC=3N1N=CC3